1-(bicyclo[2.1.0]pentan-1-ylmethyl)-3-cyclopropyl-N-(2-sulfamoylpyridin-4-yl)-4-(trifluoromethyl)-1H-pyrazole-5-carboxamide C12(CCC2C1)CN1N=C(C(=C1C(=O)NC1=CC(=NC=C1)S(N)(=O)=O)C(F)(F)F)C1CC1